(E)-3-((1R,2R)-2-(p-tolyl)cyclopropyl)prop-2-en methyl-2-((tert-butoxycarbonyl)amino)-7-(3-(pyridine-2-yl)phenoxy)-1,2,3,4-tetrahydronaphthalene-2-carboxylate COC(=O)C1(CC2=CC(=CC=C2CC1)OC1=CC(=CC=C1)C1=NC=CC=C1)NC(=O)OC(C)(C)C.C1(=CC=C(C=C1)[C@H]1[C@H](C1)/C=C/C)C